(2-methoxypyridin-4-yl)-1-oxo-2,3,4,5-tetrahydro-[1,4]diazepino[1,2-a]indole-8-carboxamide COC1=NC=CC(=C1)N1C(C=2N(C=3C=C(C=CC3C2)C(=O)N)CCC1)=O